C=C1C(C=2C(=C(C3=C(C=C(C=4C(=C(C(=C1F)C2C43)F)F)F)F)F)F)F methylene-1,3,4,5,6,8,9,10-octafluoro-7H-pyrene